C(CCCCCCCCCCCCC)[Si](Cl)(Cl)Cl Tetradecyltrichlorosilan